5-(4-((tertbutyldimethylsilyl)oxy)piperidin-1-yl)-2-morpholinothiazolo[4,5-b]pyridin-6-amine C(C)(C)(C)[Si](OC1CCN(CC1)C1=C(C=C2C(=N1)N=C(S2)N2CCOCC2)N)(C)C